1-(4-(Bromomethyl)phenyl)ethan-1-one BrCC1=CC=C(C=C1)C(C)=O